N[C@@H](C)C1=CC=C(C=C1)S(=O)(C)=N (4-((S)-1-aminoethyl)phenyl)(imino)(methyl)-sulfanone